OC(CC(=O)O)CCCCCCC(=O)OC 3-hydroxy-10-methoxy-10-oxodecanoic acid